CC1(OC2=C(C=CC=C2C(C1)C)C)CCC=C(CCC=C(CCC=C(C)C)C)C 2,4,8-trimethyl-2-(4,8,12-trimethyl-trideca-3,7,11-trien-1-yl)chroman